N1(N=CC=C1)CC1=CC2=C(C(=NO2)NS(=O)(=O)C=2C(=CC=C3C(CCOC23)(C)C)OC)C(=C1)OC N-(6-((1H-pyrazol-1-yl)methyl)-4-methoxybenzo[d]isoxazol-3-yl)-7-methoxy-4,4-dimethylchroman-8-sulfonamide